C(C1=CC=CC=C1)OC=1C=C(C=CC1OCC1=CC=CC=C1)C1=NC2=CC(=CC=C2C(C1OCC1=CC=CC=C1)=O)OCC1=CC=CC=C1 2-(3,4-dibenzyloxyphenyl)-3,7-dibenzyloxy-quinolin-4-one